[C@@H]1([C@H](O)[C@H](O)[C@H](O1)CO)C1=NC(N=CC=C1)=O l-beta-ribofuranosyl-1,3-diazepinone